ClC1=C(C(=CC=C1)Cl)C=1C(C2=C(N=C(N=C2)NC2=CC=C3CCNCC3=C2)N(C1)C)=O 6-(2,6-dichlorophenyl)-8-methyl-2-(1,2,3,4-tetrahydroisoquinolin-7-ylamino)pyrido[2,3-d]pyrimidin-5(8H)-one